P1C=CC2=CC(=CC=C12)N Phosphindol-5-amine